6-chloro-N-[5-(1,1-dideuterio-2,2-difluoro-ethyl)-4-methoxy-pyrimidin-2-yl]-7-pyrazol-1-yl-1H-indole-3-sulfonamide ClC1=CC=C2C(=CNC2=C1N1N=CC=C1)S(=O)(=O)NC1=NC=C(C(=N1)OC)C(C(F)F)([2H])[2H]